1,1,3,3-tetrakis(3-t-butyl-4-hydroxyphenyl)propaneN C(C)(C)(C)C=1C=C(C=CC1O)C(=CC(C1=CC(=C(C=C1)O)C(C)(C)C)C1=CC(=C(C=C1)O)C(C)(C)C)C1=CC(=C(C=C1)O)C(C)(C)C